O=C1OC2=CC(=CC=C2C=C1C=1SC(=CN1)C(=O)O)NCCCS(=O)(=O)O 2-[2-oxo-7-((3-sulfopropyl)amino)-2H-chromen-3-yl]Thiazole-5-carboxylic acid